3-bromo-8-chloroimidazo[1,2-a]pyrazine BrC1=CN=C2N1C=CN=C2Cl